3-(Hydroxymethyl)-5-{2-[2-(7-methylchinolin-8-sulfonamido)phenyl]-ethynyl}pyridin OCC=1C=NC=C(C1)C#CC1=C(C=CC=C1)NS(=O)(=O)C=1C(=CC=C2C=CC=NC12)C